n-nonanol CCCCCCCCCO